2-({[tert-Butyl(dimethyl)silyl]oxy}methyl)-1,4-oxazepan-5-one [Si](C)(C)(C(C)(C)C)OCC1OCCC(NC1)=O